C(C(C)C)N[C@@H]1COCC2=NC(=CC=C21)C(F)(F)F (S)-N-isobutyl-2-(trifluoro-methyl)-5,8-dihydro-6H-pyrano[3,4-b]pyridin-5-amine